ClC=1N=C(C2=C(N1)N(N=N2)[C@H]2[C@@H]([C@@H]([C@H](O2)COCP(O)(O)=O)O)O)NCC2=CC(=CC=C2)Cl ((((2R,3S,4R,5R)-5-(5-chloro-7-((3-chlorobenzyl)amino)-3H-[1,2,3]triazolo[4,5-d]pyrimidin-3-yl)-3,4-dihydroxytetrahydrofuran-2-yl)methoxy)methyl)phosphonic acid